N[C@H](C1CCN(CC1)C(=O)C1CNC(NC1)=O)C1=C(C=C(C(=C1)Cl)Cl)O 5-[4-[(R)-amino(4,5-dichloro-2-hydroxyphenyl)methyl]piperidine-1-carbonyl]-1,3-diazinan-2-one